COC1=CC=C(CN(C2=NC(=NN3C2=NC=C3C(C=3C=C(C(=NC3)N3CCN(CC3)C(=O)OC(C)(C)C)C)O)O[C@@H](C)CCC)CC3=CC=C(C=C3)OC)C=C1 tert-butyl 4-(5-((4-(bis(4-methoxybenzyl)amino)-2-(((S)-pentan-2-yl)oxy)imidazo[2,1-f][1,2,4]triazin-7-yl)(hydroxy)methyl)-3-methylpyridin-2-yl)piperazine-1-carboxylate